tert-butyl N-(6-(2-aminopyrimidin-5-yl)-3-bromoimidazo[1,2-b]pyridazin-8-yl)-N-(4-methoxybenzyl)glycinate NC1=NC=C(C=N1)C=1C=C(C=2N(N1)C(=CN2)Br)N(CC(=O)OC(C)(C)C)CC2=CC=C(C=C2)OC